5-benzyl-2,3-dimethylpyridine C(C1=CC=CC=C1)C=1C=C(C(=NC1)C)C